2-(4-allyl-2-bromophenyl)propane-2-ol C(C=C)C1=CC(=C(C=C1)C(C)(C)O)Br